C(C)N1C(N(C(C2=CC(=CC=C12)S(=O)(=O)N[C@@]1([C@@H](C1)CC)C)=O)CC)=O 1,3-diethyl-N-((1S,2R)-2-ethyl-1-methylcyclopropyl)-2,4-dioxo-1,2,3,4-tetrahydroquinazoline-6-sulfonamide